IC1=CC=C(C=C1)NC(=O)N1CCC(CC1)N1C(NC2=C1C=CC=C2N2N=CC=C2)=O N-(4-iodophenyl)-4-[2-oxo-4-(1H-pyrazol-1-yl)-2,3-dihydro-1H-1,3-benzodiazol-1-yl]piperidine-1-carboxamide